3-(3-Chloro-2-methoxyanilino)-2-(3-{1-[1,4-dioxan-2-yl]ethoxy}pyridin-4-yl)-1,5,6,7-tetrahydro-4H-pyrrolo[3,2-c]pyridin-4-one ClC=1C(=C(NC2=C(NC3=C2C(NCC3)=O)C3=C(C=NC=C3)OC(C)C3OCCOC3)C=CC1)OC